ClC=1C=C(C=CC1OCC1=C(C=CC=C1)C(F)(F)F)C1C=2C(NC(C1)=O)=NNC2 4-(3-Chloro-4-{[2-(trifluoromethyl)phenyl]methoxy}phenyl)-2H,4H,5H,6H,7H-pyrazolo[3,4-b]pyridin-6-one